C(CCCCCC)(=O)O[C@H]1[C@@H](O[C@@H]([C@H]([C@@H]1OC(CCCCCC)=O)OC(CCCCCC)=O)COC(CCCCCC)=O)N1N=NC(=C1)C1=NC=CC=C1 1-(2',3',4',6'-Tetra-O-heptanoyl-β-D-glucopyranosyl)-4-(pyridin-2-yl)-1,2,3-triazole